ClCC=1N=C(OC1C)C1=CC=C(C=C1)C1=CC=NC=C1 4-(chloromethyl)-5-methyl-2-(4-(pyridin-4-yl)phenyl)oxazole